dioleoyl-ethylhydroxyethyl-methylammonium methyl-sulfate COS(=O)(=O)[O-].C(CCCCCCC\C=C/CCCCCCCC)(=O)C([NH+](CCO)CC)C(CCCCCCC\C=C/CCCCCCCC)=O